C(C1=CC=CC=C1)N1N=CC(=C1)C=1C=NC=CC1OC 3-(1-benzylpyrazol-4-yl)-4-methoxy-pyridine